4-(hydroxymethyl)-2-(2-methyl-1,3-dioxolan-2-yl)phenol OCC1=CC(=C(C=C1)O)C1(OCCO1)C